[Si](C)(C)(C(C)(C)C)C=1SC(=C(N1)CO[Si](C)(C)C(C)(C)C)C1(CCN(CC1)C(=O)OC(C)(C)C)O tert-butyl 4-(2-(tert-butyldimethylsilyl)-4-(((tert-butyldimethylsilyl) oxy)methyl)thiazol-5-yl)-4-hydroxypiperidine-1-carboxylate